5-(2-bromoacetyl)pyridinecarboxamide BrCC(=O)C=1C=CC(=NC1)C(=O)N